2,3,11,12-dibenzo-1,4,7,10,13,16-hexaoxacyclooctadeca-2,11-diene C1COC2=CC=CC=C2OCCOCCOC3=CC=CC=C3OCCO1